COC([C@@H](C)N1N=CC(=C(C1=O)Cl)Cl)=O.C(C)(O)=NO ethanehydroximic acid methyl-(R)-2-(4,5-dichloro-6-oxopyridazin-1(6H)-yl)propanoate